COC(=O)[C@H]1NC[C@@H](C1)OC (2s,4r)-4-methoxypyrrolidine-2-carboxylic acid methyl ester